FC=1C(=C(C=CC1)NC1=C(NC2=C1C(NCC2CCOC)=O)C2=NC=NC=C2)OC 3-[(3-fluoro-2-methoxyphenyl)amino]-7-(2-methoxyethyl)-2-(pyrimidin-4-yl)-1H,5H,6H,7H-pyrrolo[3,2-c]pyridin-4-one